N-(cyclopropylmethyl)-4-{2-[(5-fluoropyridin-2-yl)amino]-2-oxoethyl}-N-methyl-5,8-dioxo-6-(propan-2-yl)-5,6,7,8-tetrahydro-4H-pyrazolo[1,5-a]pyrrolo[3,4-d]pyrimidine-2-carboxamide C1(CC1)CN(C(=O)C1=NN2C(N(C3=C(C2=O)CN(C3=O)C(C)C)CC(=O)NC3=NC=C(C=C3)F)=C1)C